C(C1=CC=CC=C1)(=O)OC[C@H]1O[C@H]([C@@H]([C@@H]1F)OC(C1=CC=CC=C1)=O)N1N=NC2=C1N=C(NC2=O)NC(C(C)C)=O ((2R,3R,4S,5R)-4-(benzoyloxy)-3-fluoro-5-(5-isobutyramido-7-oxo-6,7-dihydro-3H-[1,2,3]triazolo[4,5-d]pyrimidin-3-yl)tetrahydrofuran-2-yl)methyl benzoate